C(C)(C)(C)OC(=O)N1[C@@H](C[C@@H](C1)OC=1C=C2CN(C(C2=CC1)=O)C1C(N(C(CC1)=O)CC1=CC=C(C=C1)OC)=O)C (2R,4S)-4-((2-(1-(4-methoxyphenylmethyl)-2,6-dioxopiperidin-3-yl)-1-oxoisoindolin-5-yl)oxy)-2-methylpyrrolidine-1-carboxylic acid tert-butyl ester